FC(C(=O)NCCOCCNC(OC(C)(C)C)=O)(F)F tert-butyl (2-(2-(2,2,2-trifluoroacetamido)ethoxy)ethyl)carbamate